tert-butyl 3-(4-((5-bromo-2-nitrophenyl)amino)phenyl)azetidine-1-carboxylate BrC=1C=CC(=C(C1)NC1=CC=C(C=C1)C1CN(C1)C(=O)OC(C)(C)C)[N+](=O)[O-]